(2,6-difluoro-3-((6-(trifluoromethyl)thiazolo[5,4-b]pyridin-2-yl)methoxy)benzoyl)-1-methylpiperidine-4-carboxamide mesylate S(C)(=O)(=O)O.FC1=C(C(=O)C2N(CCC(C2)C(=O)N)C)C(=CC=C1OCC=1SC2=NC=C(C=C2N1)C(F)(F)F)F